C(CCCC)CS(=O)(=O)ONC(=O)OC(C)(C)C ((tert-Butoxycarbonyl) amino) pentylmethanesulfonate